CC1=NC(=NC=C1)[C@@H]1[C@H](C1)C1=CC=C2C(=N1)NC=N2 |r| rac-5-((1S*,2S*)-2-(4-methylpyrimidin-2-yl)cyclopropyl)-3H-imidazo[4,5-b]pyridine